F[C@@H](C=O)C[C@H](O)C(O)[Si](C)(C)C(C)(C)C 2,3-dideoxy-2-fluoro-5-t-butyldimethylsilylribose